COC(=O)[C@@H]1C(NC[C@H]1C1=CC=C(C=C1)SOC)=O |o1:4,8| (3S*,4R*)-4-(4-methoxythio-phenyl)-2-oxopyrrolidine-3-carboxylic acid methyl ester